NC1=C(C=NN1C1=C(C=NC=C1)Cl)C(=O)N1C[C@@]2(CCC1)C1=C(NC(O2)=O)C=CC(=C1F)Cl (R)-1'-(5-Amino-1-(3-chloropyridin-4-yl)-1H-pyrazole-4-carbonyl)-6-chloro-5-fluorospiro[benzo[d][1,3]oxazine-4,3'-piperidin]-2(1H)-one